[Br-].C(C)C(COC(CC[N+](CCCCCCCCCCCCCCCCCC)(C)C)=O)CCCC N-(3-((2-ethylhexyl)oxy)-3-oxopropyl)-N,N-dimethyloctadecane-1-aminium bromide